C1C(CC)O1 cis-butene oxide